Cl.ClC1=CC=C(C=C1)C(C)(C)N 2-(4-chlorophenyl)propan-2-amine hydrochloride